8-(5-((3,4-dichlorophenyl)difluoromethyl)-1,3,4-oxadiazol-2-yl)-6-(thiazole-5-carbonyl)-6-azaspiro[3.4]octane-2-carboxamide ClC=1C=C(C=CC1Cl)C(C1=NN=C(O1)C1CN(CC12CC(C2)C(=O)N)C(=O)C2=CN=CS2)(F)F